CSCC1=C(C=CC(=C1)[N+](=O)[O-])C=1CN(CCC1)C(=O)OC(C)(C)C tert-Butyl 3-(2-(methylthiomethyl)-4-nitrophenyl)-5,6-dihydropyridine-1(2H)-carboxylate